ClC1=C(OC=2C=C3C=CC(=NC3=CC2)C)C(=CC(=C1)[N+](=O)[O-])Cl 6-(2,6-dichloro-4-nitrophenoxy)-2-methylquinoline